(R)-4-amino-6'-(3-hydroxy-3-methylpyrrolidin-1-yl)-4'-methoxy-6-(1-methyl-1H-imidazole-2-yl)-[2,2'-bipyridine] Hydrochloride Cl.NC1=CC(=NC(=C1)C=1N(C=CN1)C)C1=NC(=CC(=C1)OC)N1C[C@](CC1)(C)O